7,8-Dihydroxy-2-(4-(3-(methyl(2-(piperidin-1-yl)ethyl)amino)propyl)phenyl)-4H-chromen-4-one dihydrochloride Cl.Cl.OC1=CC=C2C(C=C(OC2=C1O)C1=CC=C(C=C1)CCCN(CCN1CCCCC1)C)=O